CC1NC=CC=N1 2-methyl-1,2-dihydropyrimidin